NC=1C(=C(C#N)C(=CC1)F)F 3-amino-2,6-difluorobenzonitrile